(4-bromo-2-pyridinyl)-(2-chlorophenyl)methanone Benzyl-(1-(tert-butyl)-3-(3-oxocyclopentyl)-1H-pyrazol-5-yl)carbamate C(C1=CC=CC=C1)N(C(O)=O)C1=CC(=NN1C(C)(C)C)C1CC(CC1)=O.BrC1=CC(=NC=C1)C(=O)C1=C(C=CC=C1)Cl